FC1=CC(=CC=2N(C(=NC21)C)C(C)C)C=2C=CN1N=C(N=CC12)NC1CC(C1)NC N1-(5-(4-fluoro-1-isopropyl-2-methyl-1H-benzo[d]imidazol-6-yl)pyrrolo[2,1-f][1,2,4]triazin-2-yl)-N3-methylcyclobutane-1,3-diamine